trans-(1r,4r)-4-((5-chloro-4-(1-(4-fluorophenyl)-6-oxo-1,6-dihydropyridin-3-yl)pyrimidin-2-yl)amino)-N-methylcyclohexane-1-carboxamide ClC=1C(=NC(=NC1)N[C@@H]1CC[C@H](CC1)C(=O)NC)C1=CN(C(C=C1)=O)C1=CC=C(C=C1)F